N[C@H](C(=O)O)[C@@H]1CC(=NO1)Cl (αS,5S)-α-amino-3-chloro-4,5-dihydro-5-isoxazoleacetic acid